2-(3-pyridyl)-N-(pyrimidin-2-ylmethyl)indazole-5-carboxamide N1=CC(=CC=C1)N1N=C2C=CC(=CC2=C1)C(=O)NCC1=NC=CC=N1